N-(5-fluoropyrimidin-2-yl)-2-[4-methoxy-1-oxo-6-(trifluoromethyl)phthalazin-2-yl]Acetamide Lead-zinc-iron [Fe].[Zn].[Pb].FC=1C=NC(=NC1)NC(CN1C(C2=CC=C(C=C2C(=N1)OC)C(F)(F)F)=O)=O